C(C1=CC=CC=C1)N1CCC(CC1)N1C(CCC1)=O 1-(1-benzyl-piperidin-4-yl)pyrrolidin-2-one